ClCC1OC(OC1)=O 4-chloromethyl-1,3-dioxolan-2-one